FC(=C1CC2(CCCN2C1)CO)F (2-(difluoromethylene)hexahydro-1H-pyrrolizine-7a-yl)methanol